FC(C=1C(=NC(=CC1)C=1C=NN2C1C=CC(=C2)OC=2N=NC(=CC2)C)N2N=C(C=C2C)C#N)F 1-[3-(difluoromethyl)-6-[6-(6-methylpyridazin-3-yl)oxypyrazolo[1,5-a]pyridin-3-yl]pyridin-2-yl]-5-methylpyrazole-3-carbonitrile